BrC1=CC=2N(C(C(=C(N2)CN(C(OC(C)(C)C)=O)C2CC(C2)(C)O)C)=O)C=C1 tert-butyl ((8-bromo-3-methyl-4-oxo-4H-pyrido[1,2-a]pyrimidin-2-yl) methyl)((1r,3r)-3-hydroxy-3-methylcyclobutyl)carbamate